C1(=CC=CC=C1)P(=O)(C=1C=CC2=CC=C3C=CC(=NC3=C2N1)C1=CC=C(C2=C1OC=1C2=NC=CC1)OC)C1=CC=CC=C1 6-(9-diphenylphosphinoyl-1,10-phenanthrolin-2-yl)-9-methoxybenzofuro[3,2-b]pyridine